C(C1=CC=CC=C1)SC1=CC(=C(C=C1)NC([C@H](CC1=CC=CC=C1)NC(C1=CC=C(C=C1)F)=O)=O)C (S)-N-(1-(4-(benzylsulfanyl)-2-methylphenylamino)-1-oxo-3-phenylprop-2-yl)-4-fluorobenzamide